4-chloro-5-methyl-5H,6H,7H-pyrrolo[2,3-d]pyrimidin-6-one ClC=1C2=C(N=CN1)NC(C2C)=O